COC(\C=C\C1=CC=C(C=C1)C(C1=C(C=CC(=C1)C12CC3CC(CC(C1)C3)C2)OC)=O)=O.C2(CCC2)N(S(=O)(=O)C=2C=C3C(CC(OC3=CC2)C2CCOCC2)=O)C2=CC=C(C=C2)CC N-cyclobutyl-N-(4-ethylphenyl)-4-oxo-2-(tetrahydro-2H-pyran-4-yl)chroman-6-sulfonamide Methyl-(2E)-3-{4-[5-(adamantan-1-yl)-2-methoxybenzoyl]phenyl}prop-2-enoate